(S)-6-(((1-(1-(difluoromethyl)cyclopropyl)-5-methoxy-1H-1,2,3-triazol-4-yl)(6-fluoro-2-methylpyridin-3-yl)methyl)amino)-4-(neopentylamino)quinoline-3,8-dicarbonitrile FC(C1(CC1)N1N=NC(=C1OC)[C@H](C=1C(=NC(=CC1)F)C)NC=1C=C2C(=C(C=NC2=C(C1)C#N)C#N)NCC(C)(C)C)F